ClC1=C2C(=NN(C2=CC(=C1)F)S(=O)(=O)C1=CC=C(C=C1)C(C)(F)F)N1CC(C(C1)(F)F)(F)F 4-Chloro-1-[4-(1,1-difluoroethyl)phenyl]sulfonyl-6-fluoro-3-(3,3,4,4-tetrafluoropyrrolidin-1-yl)indazole